N-[(3R)-1-(4-{[(1R)-1-(2,6-difluorophenyl)ethyl]amino}-2-methylpyrido[3,4-d]pyrimidin-6-yl)pyrrolidin-3-yl]acetamide ethyl-2-[(2,4-dimethoxyphenyl)methylamino]acetate C(C)OC(CNCC1=C(C=C(C=C1)OC)OC)=O.FC1=C(C(=CC=C1)F)[C@@H](C)NC=1C2=C(N=C(N1)C)C=NC(=C2)N2C[C@@H](CC2)NC(C)=O